Methyl 8-(3-(difluoromethoxy)-2-methylphenyl)-9-(4-((1-(3-fluoropropyl)azetidin-3-yl)methyl)phenyl)-6,7-dihydro-5H-benzo[7]annulene-3-carboxylate FC(OC=1C(=C(C=CC1)C=1CCCC2=C(C1C1=CC=C(C=C1)CC1CN(C1)CCCF)C=CC(=C2)C(=O)OC)C)F